(S)-10-((3-Chloro-2-methylpyridin-4-yl)amino)-2-cyclopropyl-3,3-difluoro-7-methyl-1,2,3,4-tetrahydro-[1,4]oxazepino[2,3-c]chinolin-6(7H)-on ClC=1C(=NC=CC1NC1=CC=2C3=C(C(N(C2C=C1)C)=O)OCC([C@@H](N3)C3CC3)(F)F)C